5-(4-chlorophenyl)-1-(3,3,3-trifluoro-2-oxo-propyl)-1,3-dihydro-2H-imidazol-2-one ClC1=CC=C(C=C1)C1=CNC(N1CC(C(F)(F)F)=O)=O